FC1=C(C=CC=C1COC1=NC(=C(C(=N1)OC)CN1[C@@H](CCC1)C(=O)O)OC)C1=C(C(=CC=C1)OCCCN1CCOCC1)C ((2-((2-fluoro-2'-methyl-3'-(3-morpholinopropoxy)-[1,1'-biphenyl]-3-yl)methoxy)-4,6-dimethoxypyrimidin-5-yl)methyl)-L-proline